Cl.CN(C)[C@H](C1=CC=CC=C1)CCOC1=CC=CC2=CC=CC=C12 (+)-(S)-N,N-dimethyl-alpha-[2-(1-naphthoxy)ethyl]-benzylamine hydrochloride